C(C)(C)C=1C=NN2C1N=C(N=C2NC2=CC(=CC=C2)[N+](=O)[O-])N 8-isopropyl-N4-(3-nitrophenyl)pyrazolo[1,5-a][1,3,5]triazine-2,4-diamine